C(C)OC(=O)C1=C(C2=C(CCC3=CN(N=C23)CC2CN(C2)C(=O)OC(C)(C)C)O1)C 2-{[1-(Tert-Butoxycarbonyl)azetidin-3-yl]methyl}-8-methyl-4,5-dihydro-2H-furo[2,3-g]indazole-7-carboxylic acid ethyl ester